N,N-dibutyl-4-hydroxytryptamine C(CCC)N(CCC1=CNC2=CC=CC(=C12)O)CCCC